N-(β-D-glucopyranosyl)octanamide [C@@H]1([C@H](O)[C@@H](O)[C@H](O)[C@H](O1)CO)NC(CCCCCCC)=O